chloro-N-((4,6-dimethyl-2-oxo-1,2-dihydropyridin-3-yl)methyl)-[1,1'-biphenyl]-3-carboxamide ClC1=C(C=CC=C1C(=O)NCC=1C(NC(=CC1C)C)=O)C1=CC=CC=C1